C(C)S(=O)(=O)C1=CC=CC(=N1)C(=O)OC methyl 6-ethylsulfonylpyridine-2-carboxylate